FC1(CN(C[C@@H]2[C@H]1OCC(N2)=O)C(=O)N2CC(C2)OCC2=C(C=C(C=C2)C(F)(F)F)F)F |o1:5,6| rel-(4aR,8aR)-8,8-Difluoro-6-[3-[[2-fluoro-4-(trifluoromethyl)phenyl]methoxy]azetidine-1-carbonyl]-4a,5,7,8a-tetrahydro-4H-pyrido[4,3-b][1,4]oxazin-3-one